(2R,8aS)-2-(2,3-dichloro-6-hydroxyphenyl)-7-hydroxyhexahydroindolizin-5(1H)-one ClC1=C(C(=CC=C1Cl)O)[C@H]1C[C@H]2CC(CC(N2C1)=O)O